COCCCCN1C[C@H](CC1)N(C=1C=CC=C2CCNCC12)C (S)-4-methoxy-1-(3-(methyl-(1,2,3,4-tetrahydroisoquinolin-8-yl)amino)pyrrolidin-1-yl)butan